3'-{(1R)-1-[(6,7-dimethoxy-2-methylquinazolin-4-yl)amino]-ethyl}biphenyl-3-sulfonamide COC=1C=C2C(=NC(=NC2=CC1OC)C)N[C@H](C)C=1C=C(C=CC1)C1=CC(=CC=C1)S(=O)(=O)N